ClC=1C=C(C=CC1OCC1=NC=CC=C1)NC1=NC(=NC2=CC(=C(C=C12)NC(\C=C\CN(C)C)=O)OCC)C (E)-N-(4-((3-chloro-4-(pyridin-2-ylmethoxy)phenyl)amino)-7-ethoxy-2-methylquinazolin-6-yl)-4-(dimethylamino)but-2-enamide